ClC1=CC=C2CCO[C@@H](C2=C1)CNC (S)-1-(7-chloroisochroman-1-yl)-N-methyl-methylamine